O[C@@H]1[C@H]([C@H](NC1)CC1=CC=C(C=C1)OCCC)N(C(O)=O)CC1=CC=CC=C1.FC(OC1=C(C(=O)NN)C=CC=C1)F 2-(Difluoromethoxy)benzoyl-hydrazine (2R,3S,4S)-4-hydroxy-2-[(4-propoxyphenyl)methyl]pyrrolidin-3-yl-N-benzylcarbamate